FC(C=1C=CC(=NC1)OC1CC2CN[C@@H]1C2)(F)F |r| (R/S)-6-((5-(trifluoromethyl)pyridin-2-yl)oxy)-2-azabicyclo[2.2.1]heptane